5,6-dichloro-1-(1H-pyrazol-3-yl)-1H-spiro[indole-3,3-pyrrolidin]-2-one ClC=1C=C2C(=CC1Cl)N(C(C21CNCC1)=O)C1=NNC=C1